ClC1=CC=C(CN2N=C3C4=C(CCC3=C2)OC(=C4C)C(=O)N(CC4=CC=NC=C4)C)C=C1 2-(4-chlorobenzyl)-N,8-dimethyl-N-(pyridin-4-ylmethyl)-4,5-dihydro-2H-furo[2,3-g]indazole-7-carboxamide